COC1=C(C(=CC(=C1)OC)CCCCC)S(=O)(=O)N 2,4-dimethoxy-6-pentylbenzenesulfonamide